N1[C@@H](CCC1)COC1=NC=2CC3(CCC2C(=N1)N1CCN(CC1)C(=O)OC(C)(C)C)CCCC1=CC=CC=C13.[O] oxygen tert-Butyl 4-(2'-(((S)-pyrrolidin-2-yl)methoxy)-3,4,5',8'-tetrahydro-2H,6'H-spiro[naphthalene-1,7'-quinazolin]-4'-yl)piperazine-1-carboxylate